C(OC)(OC)(OCCCC)OCCCC dimethyl dibutyl orthocarbonate